ClC1=CC=C(C=C1)C=1N=C2N(C=CC=C2)C1CN1C2CN(CC1CC2)C(=O)C2CCCCC2 (8-{[2-(4-Chlorophenyl)imidazo[1,2-a]pyridin-3-yl]methyl}-3,8-diazabicyclo[3.2.1]oct-3-yl)(cyclohexyl)methanone